C(C)(C)(C)OC(NC[C@H]1C[C@H]([C@@H]2OC(O[C@@H]21)(C)C)N2C=C(C1=C2N=CN=C1N)CCCCO)=O tert-Butyl-(((3aR,4R,6R,6aS)-6-(4-amino-5-(4-hydroxybutyl)-7H-pyrrolo[2,3-d]pyrimidin-7-yl)-2,2-dimethyltetrahydro-4H-cyclopenta[d][1,3]dioxol-4-yl)methyl)carbamate